4-(5-(2,6-dimethylphenoxy)-1-methyl-2-oxo-1,2-dihydropyridin-4-yl)-6-methyl-2-(6-methylpyrimidin-4-yl)-1,6-dihydro-7H-pyrrolo[2,3-c]pyridin-7-one CC1=C(OC=2C(=CC(N(C2)C)=O)C=2C3=C(C(N(C2)C)=O)NC(=C3)C3=NC=NC(=C3)C)C(=CC=C1)C